4-methyl-pentanoic acid (S)-1-[[(2S,3S)-3-hexyl-4-oxo-oxetanyl] methyl]-dodecyl ester C(CCCCC)[C@H]1[C@@H](OC1=O)C[C@H](CCCCCCCCCCC)OC(CCC(C)C)=O